[Pd].[As].CC=1N(C2=CC=CC=C2C1C1(OC(=O)C2=CC=CC=C12)C1=C(N(C2=CC=CC=C12)CCCCCCCC)C)CCCCCCCC 3,3-bis(2-methyl-1-octyl-3-indolyl)phthalide arsenic-palladium